S(=O)(=O)(C1=CC=C(C)C=C1)OC[C@@H]1N(CC1)C(=O)OC(C)(C)C (R)-tert-butyl 2-((tosyloxy)methyl)azetidine-1-carboxylate